N1=CN=C(C2=C1NC=C2)N2CCSC(=C2)C=2C=NN(C2)CCN2CCOCC2 4-(2-(4-(4-(7H-pyrrolo[2,3-d]pyrimidin-4-yl)-3,4-dihydro-2H-1,4-thiazin-6-yl)-1H-pyrazol-1-yl)ethyl)morpholine